NC=1SC2=C(N1)CC[C@@H](C2)N(CCC)CC2CCN(CC2)C(=O)C=2C=CC(=NC2)C#N (S)-5-(4-(((2-Amino-4,5,6,7-tetrahydrobenzo[d]thiazol-6-yl)(propyl)amino)methyl)piperidine-1-carbonyl)pyridinecarbonitrile